C(C)(C)(C)OC(=O)N[C@H]1[C@H](CCC1)C(=O)O (1S,2R)-2-[(tert-Butoxycarbonyl)amino]cyclopentanecarboxylic acid